(2R,5S)-4-(7-(4-carbamoyl-pyridin-2-yl)-5-iodo-7H-pyrrolo[2,3-d]pyrimidin-4-yl)-2,5-dimethylpiperazine-1-carboxylic acid tert-butyl ester C(C)(C)(C)OC(=O)N1[C@@H](CN([C@H](C1)C)C=1C2=C(N=CN1)N(C=C2I)C2=NC=CC(=C2)C(N)=O)C